ClC=1C=NC(=NC1)NC1CCOCC1 5-chloro-2-((oxacyclohex-4-yl)amino)pyrimidine